Dicumylperoxide C(C)(C)(C1=CC=CC=C1)OOC(C)(C)C1=CC=CC=C1